ClC1=NC(=CC(=C1)CNCC1CC1)C(F)(F)F 1-(2-chloro-6-(trifluoromethyl)pyridin-4-yl)-N-(cyclopropylmethyl)methanamine